N-[6-[[5-chloro-2-[5-ethyl-2-methoxy-4-[4-(methylamino)-1-piperidyl]anilino]pyrimidine-4-yl]amino]quinoxalin-5-yl]methanesulfonamide ClC=1C(=NC(=NC1)NC1=C(C=C(C(=C1)CC)N1CCC(CC1)NC)OC)NC=1C(=C2N=CC=NC2=CC1)NS(=O)(=O)C